1-Nonyl-2-ethylpyrrolidinium methansulfonat CS(=O)(=O)[O-].C(CCCCCCCC)[NH+]1C(CCC1)CC